6-(tert-butyldiphenylsilyl)-8-methoxyphenanthrene [Si](C1=CC=CC=C1)(C1=CC=CC=C1)(C(C)(C)C)C=1C=C2C=3C=CC=CC3C=CC2=C(C1)OC